NCCOCCNC(C1=C(C=C(C=C1)NC=1C=2N(C=CN1)C(=CN2)C=2C=NN(C2)CC(F)F)CC)=O N-[2-(2-aminoethoxy)ethyl]-4-[[3-[1-(2,2-difluoroethyl)pyrazol-4-yl]imidazo[1,2-a]pyrazin-8-yl]amino]-2-ethylbenzamide